C1=CC=CC=2C3=CC=CC=C3C(C12)COC(=O)N[C@@H](C(=O)N[C@@H]([C@H](CC/C=C(/C(=O)OC(C)(C)C)\C)C)[C@H](CC)C)C tert-butyl (6S,7R,8S,E)-7-((R)-2-((((9H-fluoren-9-yl)methoxy)carbonyl)amino)propanamido)-2,6,8-trimethyldec-2-enoate